N-(5-cyano-3-fluoropyridin-2-yl)-2-[12-(difluoromethyl)-9-oxo-5-thia-1,10,11-triazatricyclo[6.4.0.02,6]dodeca-2(6),3,7,11-tetraen-10-yl]acetamide C(#N)C=1C=C(C(=NC1)NC(CN1C(C2=CC=3SC=CC3N2C(=N1)C(F)F)=O)=O)F